tri-styryl-phenol C(=CC1=CC=CC=C1)C1=C(C(=C(C=C1)O)C=CC1=CC=CC=C1)C=CC1=CC=CC=C1